COC1=CC=C2C(=NC=NC2=C1)N1CCC(CC1)CCP(O)(O)=O (2-(1-(7-methoxyquinazolin-4-yl)piperidin-4-yl)ethyl)phosphonic acid